2,7-dimethoxy-10-tolyl-5,10-dihydro-11H-dibenzo[b,e][1,4]diazepin-11-one COC1=CC2=C(NC3=C(N(C2=O)C2=C(C=CC=C2)C)C=CC(=C3)OC)C=C1